ClC1=CC(=NC=C1)C(=O)NC=1C(=NC=C(C1)C#N)N1CCC(CC1)OC1=C(C=C(C=C1)F)F 4-chloro-N-(5-cyano-2-(4-(2,4-difluorophenoxy)piperidin-1-yl)pyridin-3-yl)pyridineFormamide